N-(3-(1-cyano-2'-oxo-1',4'-dihydro-2'H-spiro[pyrrolidine-3,3'-quinolin]-6'-yl)phenyl)acetamide C(#N)N1CC2(C(NC3=CC=C(C=C3C2)C=2C=C(C=CC2)NC(C)=O)=O)CC1